6-(5-fluoropyrimidin-4-yl)-5-(trifluoromethyl)pyridin-3-amine FC=1C(=NC=NC1)C1=C(C=C(C=N1)N)C(F)(F)F